S-(Tetrahydropyran-2-yl)methyl 2-(4-chlorobenzoylamino)-3-(2-oxo-1,2-dihydroquinolin-4-yl)thiopropionate ClC1=CC=C(C(=O)NC(C(=O)SCC2OCCCC2)CC2=CC(NC3=CC=CC=C23)=O)C=C1